11-(2-(2,6-dioxopiperidin-3-yl)-1-oxoisoindolin-4-yl)undecane O=C1NC(CCC1N1C(C2=CC=CC(=C2C1)CCCCCCCCCCC)=O)=O